[3-[(5-fluoro-2-pyridyl)amino]-1-(2,2,2-trifluoroethyl)pyrazolo[4,3-c]pyridin-6-yl]-[(3R)-3-(hydroxymethyl)-1-piperidyl]methanone FC=1C=CC(=NC1)NC1=NN(C2=C1C=NC(=C2)C(=O)N2C[C@@H](CCC2)CO)CC(F)(F)F